tert-butyl 8-methyl-7-[2-({3-[(morpholin-4-yl)methyl]phenyl}amino)-5H,6H,7H,8H-pyrido[3,4-d]pyrimidin-7-yl]-1H,2H,3H-pyrido[2,3-b][1,4]oxazine-1-carboxylate CC1=C(C=NC=2OCCN(C21)C(=O)OC(C)(C)C)N2CC=1N=C(N=CC1CC2)NC2=CC(=CC=C2)CN2CCOCC2